(1S,2R,3R,4S,6R)-4,6-diamino-3-[(2R,3R,6S)-3-amino-6-[(1S)-1-amino-2-fluoro-ethyl]tetrahydropyran-2-yl]oxy-cyclohexane-1,2-diol N[C@@H]1[C@H]([C@@H]([C@H]([C@@H](C1)N)O)O)O[C@H]1O[C@@H](CC[C@H]1N)[C@@H](CF)N